N,N-dimethyl-p-(m-tolylazo)aniline ethyl-(Z)-3-((3-butyl-3-methyl-7-(methylsulfanyl)-1,1-dioxido-5-phenyl-2,3,4,5-tetrahydro-1,5-benzothiazepin-8-yl)oxy)-2-fluoroacrylate C(C)OC(/C(=C/OC1=CC2=C(N(CC(CS2(=O)=O)(C)CCCC)C2=CC=CC=C2)C=C1SC)/F)=O.CN(C1=CC=C(C=C1)N=NC=1C=C(C=CC1)C)C